C12(CC3CC(CC(C1)C3)C2)CN2N=CC(=C2C)C2=C(C=3N(C=C2)C(=CN3)I)C(=O)OC methyl 7-(1-(adamantan-1-ylmethyl)-5-methyl-1H-pyrazol-4-yl)-3-iodoimidazo[1,2-a]pyridine-8-carboxylate